(5S,8S)-7-(2-(3-acetyl-7-methyl-5-(2-methylpyrimidin-5-yl)-1H-indazol-1-yl)acetyl)-N-(6-bromo-3-methylpyridin-2-yl)-3-phenyl-1-oxa-2,7-diazaspiro[4.4]non-2-ene-8-carboxamide C(C)(=O)C1=NN(C2=C(C=C(C=C12)C=1C=NC(=NC1)C)C)CC(=O)N1C[C@@]2(CC(=NO2)C2=CC=CC=C2)C[C@H]1C(=O)NC1=NC(=CC=C1C)Br